N-(5-cyclopropyl-1H-pyrazol-3-yl)-2-[1-(3,5-difluorophenyl)pyrazol-3-yl]propanamide C1(CC1)C1=CC(=NN1)NC(C(C)C1=NN(C=C1)C1=CC(=CC(=C1)F)F)=O